ClC1=C(C(C2=CC=CC=C2C1=O)=O)NCC1=CC=C(C(=O)NCCN2CCCC2)C=C1 4-(((3-Chloro-1,4-dioxo-1,4-dihydronaphthalin-2-yl)amino)methyl)-N-(2-(pyrrolidin-1-yl)ethyl)benzamid